(Z)-4-(4-(1-ethyl-1H-pyrazol-5-yl)-6-(trifluoromethyl)-1H-benzo[d][1,2,3]triazole-1-yl)-3-fluorobut-2-en-1-amine C(C)N1N=CC=C1C1=CC(=CC=2N(N=NC21)C/C(=C/CN)/F)C(F)(F)F